1-[3-cyclopropyl-5-(2-methylpropylsulfamoyl)-7,8,9,10-tetrahydrobenzo[h]isoquinolin-10-yl]-3-ethylurea C1(CC1)C=1N=CC2=C3C(=CC(=C2C1)S(NCC(C)C)(=O)=O)CCCC3NC(=O)NCC